2-[(2-methoxyphenyl)amino]-N,N-dimethyl-7-oxo-8-phenyl-5-[2-(triisopropylsilyl)ethynyl]pyrido[2,3-d]pyrimidine-6-carboxamide COC1=C(C=CC=C1)NC=1N=CC2=C(N1)N(C(C(=C2C#C[Si](C(C)C)(C(C)C)C(C)C)C(=O)N(C)C)=O)C2=CC=CC=C2